CN(C)CC1=CC=C(O1)CSCCN 2-[[[5-(dimethylamino)methyl-2-furyl]methyl]thio]ethylamine